C(C(C)C)(=O)OCCN (2-isobutyryloxyethyl)amine